N-methyl-4-(4'-formylstyryl)pyridinium C[N+]1=CC=C(C=C1)C=CC1=CC=C(C=C1)C=O